5,6-dimethyl-3-(3-(piperidine-1-carbonyl)pyrazolo[1,5-a]pyridin-7-yl)-5,6-dihydro-7H-Pyrrolo[3,4-b]pyridin-7-one CC1N(C(C2=NC=C(C=C21)C2=CC=CC=1N2N=CC1C(=O)N1CCCCC1)=O)C